ClC1=NC(=C(C(=N1)N)F)C#C[Si](C(C)C)(C(C)C)C(C)C 2-chloro-5-fluoro-6-((triisopropylsilyl)ethynyl)pyrimidine-4-amine